1-bromo-2-methyl-4-methylsulfanyl-benzene BrC1=C(C=C(C=C1)SC)C